trivinyl-amine C(=C)N(C=C)C=C